rac-(1S*,2S*)-N-((4-amino-6-chloropyridin-3-yl)methyl)-2-(4-methylpyrimidin-2-yl)cyclopropane-1-carboxamide NC1=C(C=NC(=C1)Cl)CNC(=O)[C@@H]1[C@H](C1)C1=NC=CC(=N1)C |r|